ClC1=C2C=NN(C2=CC(=C1C1(CC1)F)F)C1OCCCC1 4-chloro-6-fluoro-5-(1-fluorocyclopropyl)-1-(tetrahydro-2H-pyran-2-yl)-1H-indazole